OC1=C(C(N(C=C1)C)=O)NC(N[C@@H](CC(=O)O)C=1C=C(C(=CC1)OC)C1=CC(=CC=C1)OC(F)(F)F)=O (S)-3-(3-(4-hydroxy-1-methyl-2-oxo-1,2-dihydropyridin-3-yl)ureido)-3-(6-methoxy-3'-(trifluoromethoxy)biphenyl-3-yl)propionic acid